C(C1=CC=CC=C1)OC(CCC)=O 4-(benzyloxy)-4-oxobutane